{1-methyl-1-azaspiro[4.4]nonan-6-yl}methanol CN1CCCC12C(CCC2)CO